Diethyl (2-furyl)malonate O1C(=CC=C1)C(C(=O)OCC)C(=O)OCC